7-((2S,5R)-4-(1-(4-fluoro-2-(trifluoromethyl)phenyl)ethyl)-2,5-dimethylpiperazin-1-yl)-2-(hydroxymethyl)-4-methylthiazolo[5,4-b]pyridin-5(4H)-one FC1=CC(=C(C=C1)C(C)N1C[C@@H](N(C[C@H]1C)C=1C2=C(N(C(C1)=O)C)SC(=N2)CO)C)C(F)(F)F